4-butoxy-4'-hydroxybiphenyl C(CCC)OC1=CC=C(C=C1)C1=CC=C(C=C1)O